tert-butyl 5-(3-(4-(tert-butoxy carbonyl)-2-oxopiperazin-1-yl) phenyl)-4-chloro-3-(pyridin-3-ylethynyl)-1H-pyrrolo[2,3-b]pyridine-1-carboxylate C(C)(C)(C)OC(=O)N1CC(N(CC1)C=1C=C(C=CC1)C=1C(=C2C(=NC1)N(C=C2C#CC=2C=NC=CC2)C(=O)OC(C)(C)C)Cl)=O